4-(((2,2-difluoroethyl)(methyl)amino)-2,2-dimethylpyrrolidin-1-yl)-3-(2-fluorophenyl)-6,6a,7,8,9,10-hexahydro-12H-pyrazino[2,1-c]pyrido[3,4-f][1,4]oxazepin-12-one FC(CN(C)C1C(N(CC1)C1=C(N=CC=2C(N3C(COC21)CNCC3)=O)C3=C(C=CC=C3)F)(C)C)F